2-oxoethyl 2-bromopropanoate BrC(C(=O)OCC=O)C